C(C)OC(=O)C=1C(NC(NC1C)=O)C1=CC(=C(C=C1)OC(\C=C\C1=CC=CC=C1)=O)OC (E)-ethyl-4-(4-(cinnamoyloxy)-3-methoxyphenyl)-6-methyl-2-oxo-1,2,3,4-tetrahydropyrimidine-5-carboxylate